3-methyl-4-(4-(1-methylpiperidin-4-yl)piperazin-1-yl)aniline tert-butyl-4-(2-(methylsulfonyl)-7-oxo-7,8-dihydropyrido[2,3-d]pyrimidin-6-yl)piperidine-1-carboxylate C(C)(C)(C)OC(=O)N1CCC(CC1)C1=CC2=C(N=C(N=C2)S(=O)(=O)C)NC1=O.CC=1C=C(N)C=CC1N1CCN(CC1)C1CCN(CC1)C